C(#N)C1=C(C=C(C=C1)C#N)O 2,5-dicyanophenol